4-amino-3-methyl-N-((tetrahydrofuran-3-yl)methyl)-N-((5-(trifluoromethyl)pyridin-2-yl)methyl)-1,3-dihydrofuro[3,4-c]quinoline-8-carboxamide NC1=NC=2C=CC(=CC2C2=C1C(OC2)C)C(=O)N(CC2=NC=C(C=C2)C(F)(F)F)CC2COCC2